Tetramethylxylylenediurethane dimethacrylate C(C(=C)C)(=O)O.C(C(=C)C)(=O)O.CC(OC(NCC=1C(=CC=CC1)CNC(=O)OC(C)(C)C)=O)(C)C